[(2R)-2-Pyrrolidinylmethyl]amine N1[C@H](CCC1)CN